ClC=1C=C(C=CC1C(F)(F)F)NC1=CC(N(C=2N(C(N(C(C21)=O)C2=CC=C(C=C2)F)=O)C2=CC=C(C=C2)F)C)=O 5-{[3-chloro-4-(trifluoromethyl)phenyl]Amino}-1,3-bis(4-fluorophenyl)-8-methylpyrido[2,3-d]Pyrimidine-2,4,7(1H,3H,8H)-trione